4-phenylpyridinium C1(=CC=CC=C1)C1=CC=[NH+]C=C1